C(C)(C)C1=CC2=C(SC=C2)C(=C1)C#N 5-(Isopropyl)benzo[b]thiophene-7-carbonitrile